O.O.O.[Co](Cl)(Cl)Cl cobalt (III) chloride tri-hydrate